CC1=CC=CC=2C1=NC=1C3=C(N(C(C1C2)=O)C2=CC=CC=C2)C2=CC=CC=C2C3=O 11-methyl-5-phenyl-5H-benzo[b]indeno[1,2-h][1,6]naphthyridine-6,13-dione